CCC[NH+]1C[C@@H](C[C@H]2[C@H]1CC3=CNC4=CC=CC2=C34)CSC The molecule is an ammonium ion resulting from the protonation of the piperidine nitrogen of pergolide. It is a conjugate acid of a pergolide.